C(C)(C)C1=C(C=CC=C1)C1=NC=C2NC(N(C2=N1)CC1=CC=C(C(=O)O)C=C1)=O 4-((2-(2-isopropylphenyl)-8-oxo-7,8-dihydro-9H-purin-9-yl)methyl)benzoic acid